O=C1NC(CCC1N1N=NC2=C(C1=O)C(=CC=C2)NCC=2C=C(CN1CCN(CC1)C1=C(C=C(C#N)C=C1)F)C=CC2)=O 4-(4-(3-(((3-(2,6-dioxopiperidin-3-yl)-4-oxo-3,4-dihydrobenzo[d][1,2,3]triazin-5-yl)amino)methyl)benzyl)piperazin-1-yl)-3-fluorobenzonitrile